C(C)C(COC(CCCCCCC(CN(CCCCSSCCN1CCN(CC1)CCOC(CCCCN(CC(CCCCCCC(=O)OCCCC)O)CC(CCCCCCC(=O)OCCCC)O)=O)CC(CCCCCCC(OCC(CC)CC)=O)O)O)=O)CC Dibutyl 9,9'-((5-(2-(4-(2-((4-(bis(9-(2-ethylbutoxy)-2-hydroxy-9-oxononyl)amino)-butyl)disulfaneyl)ethyl)piperazin-1-yl)ethoxy)-5-oxopentyl)azanediyl)bis(8-hydroxynonanoate)